FC(C1=NN=C(O1)C1=CC=C(S1)[C@@H](C)N1N=NC(=C1)C=1C=CC(=NC1)N)F 5-[1-[(1R)-1-[5-[5-(difluoromethyl)-1,3,4-oxadiazol-2-yl]thiophen-2-yl]ethyl]triazol-4-yl]pyridin-2-amine